N-(2,4-dihydroxy-6-pentyl-phenyl)sulfonyl-2,2-dimethyl-propanamide OC1=C(C(=CC(=C1)O)CCCCC)S(=O)(=O)NC(C(C)(C)C)=O